(R)-2-(8-(2-hydroxypropyl)-4-methyl-5,6,7,8-tetrahydropyrido[2,3-c]pyridazin-3-yl)-5-(trifluoromethyl)phenol O[C@@H](CN1CCCC2=C1N=NC(=C2C)C2=C(C=C(C=C2)C(F)(F)F)O)C